N-(2-aminoethyl)-(3-aminopropyl)trimethoxysilane NCCNCCC[Si](OC)(OC)OC